tert-butyl 7-methyl-3,4-dihydro-1,8-naphthyridine-1(2H)-carboxylate CC1=CC=C2CCCN(C2=N1)C(=O)OC(C)(C)C